OCC1([C@@H](O)[C@H](O)[C@H](O1)CO)NCCCC[C@H](N)C(=O)O Nε-Fructosyllysine